C(C)(C)(C)N(C([O-])=O)C=1C=NC(=NC1)C1CC(C1)OCC1=CC=CC=C1.FC1=C(C(=C(C(=C1[B-](C1=C(C(=C(C(=C1F)F)F)F)F)(C1=C(C(=C(C(=C1F)F)F)F)F)C1=C(C(=C(C(=C1F)F)F)F)F)F)F)F)F.C[NH+](CCCCCCCCCCCCCCCCCC)CCCCCCCCCCCCCCCCCC.C[NH+](CCCCCCCCCCCCCCCCCC)CCCCCCCCCCCCCCCCCC methyl-dioctadecyl-ammonium tetrakis(pentafluorophenyl)borate tert-butyl-(2-((1s,3s)-3-(benzyloxy)cyclobutyl)pyrimidin-5-yl)carbamate